N-(6-hydroxy-9-((2R,4S,5R)-4-hydroxy-5-(hydroxymethyl)-5-methyltetrahydrofuran-2-yl)-9H-purin-2-yl)isobutyramide OC1=C2N=CN(C2=NC(=N1)NC(C(C)C)=O)[C@@H]1O[C@]([C@H](C1)O)(C)CO